(S)-quinuclidin-3-yl (5-(2-chlorophenyl)-2,2-dimethyl-2,3-dihydro-1H-inden-1-yl)carbamate ClC1=C(C=CC=C1)C=1C=C2CC(C(C2=CC1)NC(O[C@@H]1CN2CCC1CC2)=O)(C)C